tert-butyl N-[7-(2-pyrrolidin-1-ylethoxy)benzofuran-5-yl]carbamate N1(CCCC1)CCOC1=CC(=CC=2C=COC21)NC(OC(C)(C)C)=O